S(C)(=O)(=O)O.CN(C)CC=1C(=NN(C1)C1=NC(=NC=C1)NC=1C(=CC(=C(C1)NC(C=C)=O)N1CCOCC1)OC)C1=CC=CC=C1 N-(5-(4-(4-((dimethylamino)methyl)-3-phenyl-1H-pyrazol-1-yl)pyrimidin-2-ylamino)-4-methoxy-2-morpholinophenyl)acrylamide mesylate